C1(CCCC1)C=1C=C2C=CC(=C(C2=CC1)N1C=C(C2=CC=CC=C12)C)O 6-Cyclopentyl-1-(3-methyl-1H-indol-1-yl)naphthalen-2-ol